Ethyl 2-(2-ethoxy-5-fluorophenyl)-2-oxoacetate C(C)OC1=C(C=C(C=C1)F)C(C(=O)OCC)=O